3-[[3-(5-Methyl-1,2,4-oxadiazol-3-yl)benzoyl]amino]propionic acid CC1=NC(=NO1)C=1C=C(C(=O)NCCC(=O)O)C=CC1